BrC1=C2C(=NC=C1)N(N=C2CN)C2=CC=C(C=C2)OC(F)(F)F (4-Bromo-1-(4-(trifluoromethoxy)phenyl)-1H-pyrazolo[3,4-b]pyridin-3-yl)methylamine